tert-Butyl (3aS,6aS)-2-[5-(trifluoromethoxy)-2-pyridyl]-1,3,3a,4,6,6a-hexahydropyrrolo[3,4-c]pyrrole-5-carboxylate FC(OC=1C=CC(=NC1)N1C[C@H]2CN(C[C@@H]2C1)C(=O)OC(C)(C)C)(F)F